N[C@H](CO)C1=CC=C(C=C1)Cl (S)-2-amino-2-(4-chlorophenyl)ethanol